[Te].[Sb].[Sc] scandium-antimony-tellurium